3-(4-chloro-2,6-dimethylphenyl)-8-methoxy-1-methyl-2-oxo-1,8-diazaspiro[4.5]decan ClC1=CC(=C(C(=C1)C)C1C(N(C2(C1)CCN(CC2)OC)C)=O)C